ClCCCOC1=NC(=NC2=CC=CC=C12)C 4-(3-Chloropropoxy)-2-methyl-quinazoline